methyl 4-(5-fluoro-1-{[2-(trimethylsilyl)ethoxy]methyl}pyrazol-4-yl)benzoate FC1=C(C=NN1COCC[Si](C)(C)C)C1=CC=C(C(=O)OC)C=C1